(1R,3R)-2-(2-fluoro-2-methylpropyl)-1-(4-iodophenyl)-1,3-dimethyl-2,3,4,9-tetrahydro-1H-pyrido[3,4-b]indole FC(CN1[C@](C=2NC3=CC=CC=C3C2C[C@H]1C)(C)C1=CC=C(C=C1)I)(C)C